ClC1=C(\C=C\2/OC3=C(C2=O)C(=CC(=C3C=3CCN(CC3)C)OC)OC)C(=CC=C1)Cl (Z)-2-(2,6-dichlorobenzylidene)-4,6-dimethoxy-7-(1-methyl-1,2,3,6-tetrahydropyridin-4-yl)benzofuran-3(2H)-one